CC1=C(C(=CC=C1)C)NC(C1=NC=C(C=C1)O)=O N-(2,6-dimethylphenyl)-5-hydroxypicolinamide